[N+](=O)([O-])C1=CC=C(C=C1)C1=CC=CC=C1 4-nitro-1,1'-biphenyl